Cl.COC([C@@H](N)CC1=CC=CC=C1)=O L-phenylalanine methyl ester hydrochloride salt